NC[C@H](COC=1C=NC=C(C1C1=CC(=NN1)NC=1N=CC(=NC1)C#N)OC)F 5-[(5-{3-[(2R)-3-amino-2-fluoropropoxy]-5-methoxypyridin-4-yl}-1H-pyrazol-3-yl)amino]pyrazine-2-carbonitrile